C(C1=CC=CC=C1)O[C@@H]([C@H](CO[C@H]1O[C@@H]([C@@H]([C@@H]([C@H]1OCC1=CC=CC=C1)OCC1=CC=CC=C1)OCC1=CC=CC=C1)COCC1=CC=CC=C1)NC(CCCCCCCCCCN1CCOCC1)=O)[C@@H](CCCCCCCCCCCCCC)OCC1=CC=CC=C1 N-((2S,3S,4R)-3,4-bis(benzyloxy)-1-(((2S,3R,4S,5S,6R)-3,4,5-tris(benzyloxy)-6-((benzyloxy)methyl)tetrahydro-2H-pyran-2-yl)oxy)octadecan-2-yl)-11-morpholinoundecanamide